CC1(OB(OC1(C)C)C=1C=NC=2CCN(CC2C1)C(=O)OC(C)(C)C)C tert-butyl 3-(4,4,5,5-tetramethyl-1,3,2-dioxaborolan-2-yl)-7,8-dihydro-1,6-naphthyridine-6(5H)-carboxylate